COC(C1=CN=C(C(=C1N1C[C@@](CC1)(C)NC(=O)OC(C)(C)C)C1=CC(=CC(=C1)F)F)OC)=O (S)-4-(3-((tert-butoxycarbonyl)amino)-3-methylpyrrolidin-1-yl)-5-(3,5-difluorophenyl)-6-methoxynicotinic acid methyl ester